1-(6-(3-methoxypropyl)-3-(2-methyl-2H-indazol-5-yl)pyrazin-2-yl)piperidine-4-carboxylic acid COCCCC1=CN=C(C(=N1)N1CCC(CC1)C(=O)O)C1=CC2=CN(N=C2C=C1)C